6-(1-ethyl-5-methyl-pyrazol-4-yl)-N-[2-methyl-5-[[2-[(2S)-2-methylpyrrolidin-1-yl]acetyl]amino]-3-pyridyl]triazolo[1,5-a]pyridine-3-carboxamide C(C)N1N=CC(=C1C)C=1C=CC=2N(C1)N=NC2C(=O)NC=2C(=NC=C(C2)NC(CN2[C@H](CCC2)C)=O)C